C1(=CC=CC=C1)C=1N=C(OC1C1=CC=CC=C1)CCC(=O)N(C)C 3-(4,5-diphenyloxazol-2-yl)-N,N-dimethylpropanamide